BrC1=C(C=CC=C1)C1=NN=NN1 5-(2-bromophenyl)-1H-tetrazole